tert-butyl N-[(2S)-1-(cyclopropylcarbamoyl)-1-hydroxy-3-[(3S)-2-oxopiperidin-3-yl]propan-2-yl]carbamate C1(CC1)NC(=O)C([C@H](C[C@H]1C(NCCC1)=O)NC(OC(C)(C)C)=O)O